ClCCCC(C=1C=NC=C(C1)F)=CC(C)(S(=O)N)C (4-chloro-1-(5-fluoropyridin-3-yl)butylidene)-2-methylpropane-2-sulfinamide